NC=1C=CC(N(N1)[C@@H](C)CC)=O (S)-6-amino-2-(sec-butyl)pyridazin-3(2H)-one